tert-butyl (5-aminopyridin-2-yl)carbamate NC=1C=CC(=NC1)NC(OC(C)(C)C)=O